1,3-dibromopentane tert-butyl-N-[3-[4-(3-hydroxypropyl)piperazin-1-yl]propyl]carbamate C(C)(C)(C)OC(NCCCN1CCN(CC1)CCCO)=O.BrCCC(CC)Br